FC(C1=NN=C(O1)C1=CC=C(CC=2N=NN(C2)C2=CC=C(CNC=3C=NC(=C(C(=O)N)C3)OC)C=C2)C=C1)F 5-((4-(4-(4-(5-(difluoromethyl)-1,3,4-oxadiazol-2-yl)benzyl)-1H-1,2,3-triazol-1-yl)benzyl)amino)-2-methoxynicotinamide